C(C)(=O)N1CC(CCC1)N1C(C(=CC2=C1N=C(N=C2)SC)OC2=C(C=CC=C2)[N+](=O)[O-])=O 8-(1-acetyl-3-piperidinyl)-2-methylsulfanyl-6-(2-nitrophenoxy)pyrido[2,3-d]pyrimidin-7-one